sodium 4-(hydroxymethyl)-1-methyl-3-(trifluoromethyl)-1H-pyrazol-5-carboxylate OCC=1C(=NN(C1C(=O)[O-])C)C(F)(F)F.[Na+]